2-benzyl-2-azaspiro[3.3]heptan-6-yl (2R,5S)-4-(6-cyano-1,3-benzothiazol-2-yl)-2,5-dimethylpiperazine-1-carboxylate C(#N)C1=CC2=C(N=C(S2)N2C[C@H](N(C[C@@H]2C)C(=O)OC2CC3(CN(C3)CC3=CC=CC=C3)C2)C)C=C1